C1(CC1)N1N=NC(=C1CO[C@H]1[C@@H]2CN([C@H](C1)C2)C(=O)OCC2=CC=CC=C2)C2=C(C=CC=C2Cl)Cl benzyl (1S,4S,5R)-5-[[1-cyclopropyl-4-(2,6-dichlorophenyl)-1H-1,2,3-triazol-5-yl]methoxy]-2-azabicyclo[2.2.1]heptane-2-carboxylate